C1=CC=CC=2C3=CC=CC=C3C(C12)COC(=O)N[C@@H](CC1=CC=C(C=C1)N(C=1N(CCN1)C(=O)OC(C)(C)C)C(=O)OC(C)(C)C)C(=O)OC tert-butyl (S)-2-((4-(2-((((9H-fluoren-9-yl)methoxy)carbonyl)amino)-3-methoxy-3-oxopropyl)phenyl)(tert-butoxycarbonyl)amino)-4,5-dihydro-1H-imidazole-1-carboxylate